CC1=C(CCN(C1)C1=NC=C(C=N1)C(F)(F)F)C(=O)OCC ethyl 5-methyl-1-(5-(trifluoromethyl) pyrimidin-2-yl)-1,2,3,6-tetrahydropyridine-4-carboxylate